CN1CC(CC1)(C)OCCN1C(NC(C2=C1C=CN2)=O)=S 1-(2-((1,3-dimethylpyrrolidin-3-yl)oxy)ethyl)-2-thioxo-1,2,3,5-tetrahydro-4H-pyrrolo[3,2-d]pyrimidin-4-one